BrC=1C=2C(C(=NC1)C=1C(=C(SC1)C=1SC=CC1[SiH](CCCCCC)CC)[SiH](CCCCCC)CC)=NSN2 (4-(7-bromo-1,2,5-thiadiazolo[3,4-c]pyridinyl))-3,3'-di-2-ethylhexylsilyl-2,2'-bithiophene